C(C)OC(=O)[C@@H]1N([C@@H]1C)[S@](=O)C(C)(C)C (2R,3R)-1-((R)-tert-butylsulfinyl)-3-methylazacyclopropane-2-carboxylic acid ethyl ester